C(C)(C)(C)OC(=O)N[C@@H](CN([C@H](C(=O)OCC1=CC=CC=C1)C)CCC#CCC)C Benzyl (2S)-2-[[(2R)-2-(tert-butoxycarbonylamino)propyl]-hex-3-ynyl-amino]propanoate